tert-butyl ((2-(methoxymethyl)-1-methyl-5-(3-(3,4,5-trifluorobenzoyl)indolizin-8-yl)-6-(trifluoromethyl)-1H-benzo[d]imidazol-4-yl)methyl)carbamate COCC1=NC2=C(N1C)C=C(C(=C2CNC(OC(C)(C)C)=O)C2=CC=CN1C(=CC=C21)C(C2=CC(=C(C(=C2)F)F)F)=O)C(F)(F)F